5-Cyano-N-(3-(1-methoxyethyl)-1H-indazol-5-yl)-3,4-dimethylpicolinamide C(#N)C=1C(=C(C(=NC1)C(=O)NC=1C=C2C(=NNC2=CC1)C(C)OC)C)C